FC1=C(CNC(=O)C=2C(C(=C3N(N4[C@@H](C\C=C/CN(C3=O)C4)C)C2)O)=O)C=CC(=C1)F (1R,2R,Z)-N-(2,4-difluorobenzyl)-9-hydroxy-2-methyl-8,10-dioxo-3,6,8,10-tetrahydro-2H-1,7-methanopyrido[1,2-b][1,2,5]triazecine-11-carboxamide